4,5,6,7-tetrahydropyrazolo[1,5-a]pyrimidine-6-carboxylic acid ethyl ester C(C)OC(=O)C1CNC=2N(C1)N=CC2